FC1=C(C(=C(C(=C1[B-](C1=C(C(=C(C(=C1F)F)F)F)F)(C1=C(C(=C(C(=C1F)F)F)F)F)C1=C(C(=C(C(=C1F)F)F)F)F)F)F)F)F.C(CCCCCCCCCCCCCCCCCC)C=1[NH+]=CN(C1)CCCCCCCCCCCCCCCCCC 4-nonadecyl-1-octadecylimidazolium tetrakis(pentafluorophenyl)borate